heptadecan-9-yl 8-((2-hydroxy-6-(1H-pyrrole-3-carboxamido)hexyl)(6-((6-methylheptan-2-yl)oxy)-6-oxohexyl)amino)octanoate OC(CN(CCCCCCCC(=O)OC(CCCCCCCC)CCCCCCCC)CCCCCC(=O)OC(C)CCCC(C)C)CCCCNC(=O)C1=CNC=C1